(R)-7-(3-amino-8-chloroisoquinolin-1-yl)-8-fluoro-2-((hexahydro-1H-pyrrolizin-7a-yl)methoxy)-N-methyl-N-(pyrrolidin-3-yl)pyrido[4,3-d]pyrimidin-4-amine NC=1N=C(C2=C(C=CC=C2C1)Cl)C1=C(C=2N=C(N=C(C2C=N1)N([C@H]1CNCC1)C)OCC12CCCN2CCC1)F